5-ethylpyridin C(C)C=1C=CC=NC1